BrC1=CC=C2N=CC(=NC2=C1)C(F)F 7-bromo-2-(difluoromethyl)quinoxaline